methyl 2-(3-((3-(4-(2-(2-aminopyridin-3-yl)-5-phenyl-3H-imidazo[4,5-b]pyridin-3-yl)phenyl)azetidin-1-yl)methyl)phenyl)acetate NC1=NC=CC=C1C1=NC=2C(=NC(=CC2)C2=CC=CC=C2)N1C1=CC=C(C=C1)C1CN(C1)CC=1C=C(C=CC1)CC(=O)OC